methyl (5-(3-(5-(pentan-3-ylcarbamoyl)oxazol-2-yl)phenyl)-1H-pyrazole-3-carbonyl)-L-leucinate CCC(CC)NC(=O)C1=CN=C(O1)C=1C=C(C=CC1)C1=CC(=NN1)C(=O)N[C@@H](CC(C)C)C(=O)OC